FCC1(CC1)C1=NOC(=N1)C(=O)NCC1=C(C=C(C=C1)C1=C(C=NC=C1)N1CCN(CC1)C(=O)OC(C)(C)C)C tert-butyl 4-(4-(4-((3-(1-(fluoromethyl)cyclopropyl)-1,2,4-oxadiazole-5-carboxamido)methyl)-3-methylphenyl)pyridin-3-yl)piperazine-1-carboxylate